6-isopropyl-5-(2-methoxy-4-pyridyl)-7-oxo-1-tetrahydropyran-2-yl-pyrazolo[4,3-g]isoquinolin-7-ium C(C)(C)C=1[N+](C=C2C=C3C(C=C2C1C1=CC(=NC=C1)OC)=CNN3C3OCCCC3)=O